5-(4-(5-amino-3-((4-sulfamoylphenyl)amino)-1H-1,2,4-triazole-1-carboxamido)phenyl)nicotinic acid NC1=NC(=NN1C(=O)NC1=CC=C(C=C1)C=1C=NC=C(C(=O)O)C1)NC1=CC=C(C=C1)S(N)(=O)=O